S1C=NC2=C1C=CC=C2C2CCN(CC2)C(=O)OC(C)(C)C tert-butyl 4-(1,3-benzothiazol-4-yl)piperidine-1-carboxylate